2-(4-bromophenyl)-1H-imidazole BrC1=CC=C(C=C1)C=1NC=CN1